O1C(C1)CN1CCN(CC1)C1=CC=CC=C1 1-(Oxiran-2-Ylmethyl)-4-phenylpiperazine